(R)-N-(1-(4-(cyclopropanesulfonamido)pyridin-2-yl)-2-ethoxyethyl)-5-(6-ethoxypyrazin-2-yl)thiazole-2-carboxamide C1(CC1)S(=O)(=O)NC1=CC(=NC=C1)[C@H](COCC)NC(=O)C=1SC(=CN1)C1=NC(=CN=C1)OCC